ClC1=C(C=CC=C1)N1C(N=C(C2=CC=C(C=C12)C(F)(F)F)NCC1CC1)=O 1-(2-Chlorophenyl)-4-((cyclopropylmethyl)amino)-7-(trifluoromethyl)quinazolin-2(1H)-one